BrC=1C=C(C=C(C1Cl)CC)CC1CN(CCO1)C(=O)OC(C)(C)C tert-butyl 2-[(3-bromo-4-chloro-5-ethylphenyl)methyl]morpholine-4-carboxylate